2-(((1R)-1-(3-cyano-2-(6,6-difluoro-3-azabicyclo[3.1.1]heptan-3-yl)-7-methyl-4-oxo-4H-pyrido[1,2-a]pyrimidin-9-yl)ethyl)amino)benzoic acid C(#N)C1=C(N=C2N(C1=O)C=C(C=C2[C@@H](C)NC2=C(C(=O)O)C=CC=C2)C)N2CC1C(C(C2)C1)(F)F